4-(2-chloro-7-methyl-8-oxo-7,8-dihydro-9H-purin-9-yl)-4-cyanopiperidine ClC1=NC=C2N(C(N(C2=N1)C1(CCNCC1)C#N)=O)C